C(C)C1(CC1)C(=O)C=1N=C2N(N1)[C@@H](C[C@@H]2F)C2=CC=CC=C2 |r| (1-ethylcyclopropyl)-[rac-(5s,7s)-7-fluoro-5-phenyl-6,7-dihydro-5H-pyrrolo[1,2-b][1,2,4]triazol-2-yl]methanone